[1-(4-methoxybenzoyl)-3-(methylsulfanyl)pyrrolidin-3-yl]methanol COC1=CC=C(C(=O)N2CC(CC2)(SC)CO)C=C1